ClC1=CC(=C(C2=C1OC(O2)(C)C2CCC(CC2)N2CC(C2)OC)C)C(=O)NCC=2C(NC(=CC2SC)C)=O 7-chloro-2-(4-(3-methoxyazetidin-1-yl)cyclohexyl)-2,4-di-methyl-N-((6-methyl-4-(methylthio)-2-oxo-1,2-dihydropyridin-3-yl)methyl)benzo[d][1,3]dioxole-5-carboxamide